1-(2-(3-(4-Chloro-3-(2,4-dioxotetrahydropyrimidin-1(2H)-yl)benzoyl)-3-azaspiro[5.5]undec-9-yl)ethyl)piperidine ClC1=C(C=C(C(=O)N2CCC3(CC2)CCC(CC3)CCN3CCCCC3)C=C1)N1C(NC(CC1)=O)=O